(S)-4-(3-(3-ethyl-4-(2-(3-methylpiperazin-1-yl)ethoxy)phenyl)-4,4-dimethyl-5-oxo-2-thioxoimidazolidin-1-yl)-2-(trifluoromethyl)benzonitrile dihydrochloride Cl.Cl.C(C)C=1C=C(C=CC1OCCN1C[C@@H](NCC1)C)N1C(N(C(C1(C)C)=O)C1=CC(=C(C#N)C=C1)C(F)(F)F)=S